benzyl (6R)-6-hydroxy-4-(2-nitrophenyl)sulfonyl-1,4-diazepane-1-carboxylate O[C@H]1CN(CCN(C1)C(=O)OCC1=CC=CC=C1)S(=O)(=O)C1=C(C=CC=C1)[N+](=O)[O-]